C(#C)C=1C(=CC=C2C=CC=C(C12)B1OC(C(O1)(C)C)(C)C)F 2-(8-ethynyl-7-fluoro-naphthalen-1-yl)-4,4,5,5-tetramethyl-1,3,2-dioxaborolane